C1=CSC(=C1)CCCC(=O)O The molecule is a monocarboxylic acid that is butyric acid bearing a 2-thienyl group at position 4. It has a role as a hapten. It is a member of thiophenes and a monocarboxylic acid. It derives from a butyric acid.